Cl.CN([C@H](CC1=CC=CC=C1)C)CC1=CC=CC=C1 (2S)-N-methyl-N-benzyl-1-phenylpropan-2-amine hydrochloride